C1(CCCCC1)CN(C(=O)OCC)CC1=C(C(=O)OCC)C=CC=C1 ethyl 2-(((cyclohexylmethyl)(ethoxycarbonyl)amino)methyl)benzoate